3-methyl-2,8-diaza-1-oxaspiro[4.6]undec-2-ene-8-carboxylic acid-2-methylprop-2-yl ester CC(C)(C)OC(=O)N1CCC2(CC(=NO2)C)CCC1